OC1=CC=C2C3=C(C(OC2=C1C(=O)O)=O)CCCCC3 3-Hydroxy-6-oxo-6,7,8,9,10,11-hexahydrocyclohepta[c]chromene-4-carboxylic acid